3,5-di-tert-butyl-4-hydroxybenzyl-mercaptoacetate C(C)(C)(C)C=1C=C(CC(C(=O)[O-])S)C=C(C1O)C(C)(C)C